NCCCN(CCO)CC 2-[(3-aminopropyl)(ethyl)amino]ethanol